C1(CCCCC1)[C@H](C(=O)N1CCC(CC1)OC1CCN(CC1)CC(=O)N1CCN(CC1)C(=O)C=1C=C(CC2=NNC(C3=CC=CC=C23)=O)C=CC1F)N1C(CCCC1)=O (R)-4-(3-(4-(2-(4-((1-(2-cyclohexyl-2-(2-oxopiperidin-1-yl)acetyl)piperidin-4-yl)oxy)piperidin-1-yl)acetyl)piperazine-1-carbonyl)-4-fluorobenzyl)phthalazin-1(2H)-one